COCNC(C(=C)C)=O N-(methoxymethyl)-methacrylamide